[In].CC(C)C(CC(C(C)C)=O)=O (2,6-dimethyl-3,5-heptanedione) indium